4-(4-(5-(((1R,4R,5R,6R)-6-fluoro-1,4-dimethyl-2-azabicyclo[2.2.1]heptan-5-yl)(methyl)amino)-1,3,4-thiadiazol-2-yl)-3-hydroxyphenyl)-1-methyl-1,3,5-triazin-2(1H)-one F[C@@H]1[C@@H]([C@]2(CN[C@@]1(C2)C)C)N(C2=NN=C(S2)C2=C(C=C(C=C2)C2=NC(N(C=N2)C)=O)O)C